Isoleucylarginin N[C@@H]([C@@H](C)CC)C(=O)N[C@@H](CCCNC(N)=N)C(=O)O